C(C)C1=NC2=CC(=C(C=C2NC1=O)CN1CCN(CC1)C=1C=CC(=NC1F)C(=O)NC)F 5-[4-[(2-ethyl-7-fluoro-3-oxo-4H-quinoxalin-6-yl)methyl]piperazin-1-yl]-6-fluoro-N-methylpyridine-2-carboxamide